COC1=NN2C(C=CC(=C2)C=2C=NN(C2)C2CCNCC2)=C1C#N methoxy-6-[1-(piperidin-4-yl)pyrazol-4-yl]pyrazolo[1,5-a]pyridine-3-carbonitrile